N-(6-((2-((4-(4-(1,4-oxazepan-4-yl)piperidin-1-yl)-5-ethyl-2-methoxyphenyl)amino)-5-bromopyrimidin-4-yl)amino)quinoxalin-5-yl)methanesulfonamide O1CCN(CCC1)C1CCN(CC1)C1=CC(=C(C=C1CC)NC1=NC=C(C(=N1)NC=1C(=C2N=CC=NC2=CC1)NS(=O)(=O)C)Br)OC